ClC=1C=CC(=C(COC2=CC=CC(=N2)C2CCN(CC2)[C@@H](C)C2=NC3=C(N2C[C@H]2OCC2)C=C(C=C3)C(=O)[O-])C1)F 2-((S)-1-(4-(6-((5-chloro-2-fluorobenzyl)oxy)pyridin-2-yl)piperidin-1-yl)ethyl)-1-(((S)-oxetan-2-yl)methyl)-1H-benzo[d]imidazole-6-carboxylate